3-(5-(difluoromethyl)-1,3,4-thiadiazol-2-yl)-N-(1,2-dimethylcyclopropyl)-8-((3S,5S)-3,5-dimethylpiperazin-1-yl)-[1,2,4]triazolo[4,3-a]pyridine-6-sulfonamide FC(C1=NN=C(S1)C1=NN=C2N1C=C(C=C2N2C[C@@H](N[C@H](C2)C)C)S(=O)(=O)NC2(C(C2)C)C)F